FC1=C(OC2=C(C=C(C=C2)CS(=O)(=O)C)C=2C(=C(C(N(C2)C)=O)I)OC)C=CC(=C1)F 5-(2-(2,4-difluorophenoxy)-5-((methylsulfonyl)methyl)phenyl)-3-iodo-4-Methoxy-1-methylpyridin-2(1H)-one